COC(=O)[C@@H]1N(C1)C(C1=CC=CC=C1)(C1=CC=CC=C1)C1=CC=CC=C1 (2R)-1-tritylaziridine-2-carboxylic acid methyl ester